N-(4-(2-((4-(Dimethylamino)-3-fluorocyclohexyl)amino)-8-isopropyl-7-oxo-7,8-dihydropteridin-6-yl)-2-fluorophenyl)-3,3,3-trifluoropropane-1-sulfonamide hydrochloride Cl.CN(C1C(CC(CC1)NC1=NC=2N(C(C(=NC2C=N1)C1=CC(=C(C=C1)NS(=O)(=O)CCC(F)(F)F)F)=O)C(C)C)F)C